2-methyl-2-({2-methyl-5-[(2-methyl-1,3-thiazol-5-yl)methoxy]-1-benzothiophen-3-yl}formamido)propanamide CC(C(=O)N)(C)NC(=O)C1=C(SC2=C1C=C(C=C2)OCC2=CN=C(S2)C)C